[6-(3,3-dimethylpiperazine-1-carbonyl)-1H-indol-2-yl]-6,6-dimethyl-4,5,6,7-tetrahydro-1H-indazole CC1(CN(CCN1)C(=O)C1=CC=C2C=C(NC2=C1)N1N=CC=2CCC(CC12)(C)C)C